4-[2-(trifluoromethyl)pyridin-4-yl]phenol FC(C1=NC=CC(=C1)C1=CC=C(C=C1)O)(F)F